NC1=C(C=C(C=N1)C1=NN2C(=C1)[C@@]1(CN(CC1)C(=O)NC1(CCC1)C1=C(C=CC=C1)F)OCC2)OC(F)(F)F |r| (rac)-2-[6-amino-5-(trifluoromethoxy)pyridin-3-yl]-N-[1-(2-fluorophenyl)cyclobutyl]-6,7-dihydrospiro[pyrazolo[5,1-c][1,4]oxazine-4,3'-pyrrolidine]-1'-carboxamide